5-((dimethylamino)methyl)-1H-indol-4-ol CN(C)CC1=C(C=2C=CNC2C=C1)O